NC=1C=2N(C=CN1)C(=NC2C2=CC=C(C(=O)NC=1SC(=CN1)CC)C=C2)[C@H]2N(CCCC2)C(=O)C2=NC(=NC=C2)Cl (S)-4-(8-amino-3-(1-(2-chloropyrimidine-4-carbonyl)piperidin-2-yl)imidazo[1,5-a]pyrazin-1-yl)-N-(5-ethylthiazol-2-yl)benzamide